1-N,1-N-bis[4-(diphenylamino)phenyl]-4-N,4-N-diphenylbenzene-1,4-diamine C1(=CC=CC=C1)N(C1=CC=C(C=C1)N(C1=CC=C(C=C1)N(C1=CC=CC=C1)C1=CC=CC=C1)C1=CC=C(C=C1)N(C1=CC=CC=C1)C1=CC=CC=C1)C1=CC=CC=C1